CC=1C=C2C(NC3=NC4=CC=CC=C4N3C34CCC(CN(CCOC=5N(N=CC5C(N1)=C2)C)C3)C4)=O 15,21-dimethyl-23-oxa-2,9,11,16,20,21,26-heptaazaheptacyclo[24.4.1.1^{1,28}.1^{13,17}.0^{2,10}.0^{3,8}.0^{18,22}]tritriaconta-3,5,7,9,13,15,17(33),18(22),19-nonaen-12-one